6-O-oleyl-D-glucose C(CCCCCCC\C=C/CCCCCCCC)OC[C@H]([C@H]([C@@H]([C@H](C=O)O)O)O)O